ClC1=C(C=CC=C1)CC(=O)NC=1C=C(N=NC1)N(C(C)=O)C1=CC=C(C=C1)F N-{5-[2-(2-chlorophenyl)acetamido]pyridazin-3-yl}-N-(4-fluorophenyl)acetamide